NC1=C(C=C(C=C1)OCCO)[N+](=O)[O-] 2-amino-5-β-hydroxyethyloxynitrobenzene